(3α,5α,17α)-17-hydroxypregn-20-yn-3-yl dimethylcarbamate CN(C(O[C@H]1C[C@@H]2CC[C@H]3[C@@H]4CC[C@](C#C)([C@]4(CC[C@@H]3[C@]2(CC1)C)C)O)=O)C